COC1=CC2=C(NC(=N2)C2=C(C=3C(NC2=O)=CN(N3)CC)N[C@@H](C)C3=NC=CC=C3)C=C1OC (S)-6-(5,6-dimethoxy-1H-benzo[d]imidazol-2-yl)-2-ethyl-7-((1-(pyridin-2-yl)ethyl)amino)-2,4-dihydro-5H-pyrazolo[4,3-b]pyridin-5-one